N-((4-(5-(tert-butyl)-1,2,4-oxadiazol-3-yl)bicyclo[2.2.2]octan-1-yl)methyl)-N-(3-((4-(difluoromethoxy)phenyl)amino)phenyl)-3-fluorobicyclo[1.1.1]pentane-1-carboxamide C(C)(C)(C)C1=NC(=NO1)C12CCC(CC1)(CC2)CN(C(=O)C21CC(C2)(C1)F)C1=CC(=CC=C1)NC1=CC=C(C=C1)OC(F)F